C1=CC=CC(=C1O)C 6-cresol